F[C@H]1[C@H](CNC1)NC1=NC(=CC=C1)C1=CN=C2N1C=C(C=C2)C=2C=NN(C2)C N-((3S,4R)-4-fluoro-pyrrolidin-3-yl)-6-(6-(1-methyl-1H-pyrazol-4-yl)-imidazo[1,2-a]pyridin-3-yl)pyridin-2-amine